C1=CC=CC=2C3=CC=CC=C3N(C12)C1=CC=C(C=C1)C1=CC=C(C=C1)N1C2=CC=CC=C2C=2C=CC=CC12 bis(9H-9-carbazolyl)biphenyl